COCC1(CNC1)C1=NC=CC=N1 2-(3-(methoxymethyl)azetidine-3-yl)pyrimidine